OC12OC3=C(C1(C(C1=CC=CC=C12)=O)NC(C(CC1=CC=C(C=C1)O)=O)=O)C=CC(=C3)C(C)C N-(4b-hydroxy-7-isopropyl-10-oxo-9b,10-dihydro-4bH-indeno[1,2-b]benzofuran-9b-yl)-3-(4-hydroxyphenyl)-2-oxopropanamide